C(C)(C)(C)C1N(CCC(=C1)C=1N=C(C=C2C=CC=NC12)N)C(=O)O.N[C@@H](CCCNC(=O)N)C(=O)O Citrulline tert-butyl-4-(6-amino-1,7-naphthyridin-8-yl)-5,6-dihydropyridine-1(2H)-formate